tert-butyl (5-((2-(dimethylcarbamoyl)-6-nitrophenyl)amino)hexyl)carbamate CN(C(=O)C1=C(C(=CC=C1)[N+](=O)[O-])NC(CCCCNC(OC(C)(C)C)=O)C)C